CN(CCNC1=NC2=CC(=CC=C2C2=C1C(C1=CC=CC=C12)=O)O)C 6-([2-(dimethylamino)ethyl]amino)-3-hydroxy-7H-indeno[2,1-c]quinolin-7-one